FC(CCSC=1SC=CN1)=C(F)F 2-[(3,4,4-trifluoro-3-buten-1-yl)thio]-thiazole